(2R,3R,4S,5R,6R)-6-((1-oxa-2-azaspiro[4.5]dec-2-en-3-yl)methyl)-4-(4-(4-chloro-3-fluorophenyl)-1H-1,2,3-triazol-1-yl)-2-(hydroxymethyl)-5-methoxytetrahydro-2H-pyran-3-ol O1N=C(CC12CCCCC2)C[C@@H]2[C@@H]([C@H]([C@H]([C@H](O2)CO)O)N2N=NC(=C2)C2=CC(=C(C=C2)Cl)F)OC